3-((2S,3S,5R)-5-(5-fluoro-2,4-dioxo-3,4-dihydropyrimidin-1(2H)-yl)-3-hydroxytetrahydrofuran-2-yl)oxetan-3-yl dihydrogen phosphate P(=O)(OC1(COC1)[C@H]1O[C@H](C[C@@H]1O)N1C(NC(C(=C1)F)=O)=O)(O)O